C(CCCCCC#N)#N Pimelonitril